4-(4-bromophenyl)-4-ethoxy-1-isopropylpiperidine BrC1=CC=C(C=C1)C1(CCN(CC1)C(C)C)OCC